9-(4-chloro-2-methyl-2H-indazol-5-yl)-5-(2,6-diazaspiro[3.4]oct-6-yl)-7H-imidazo[1,2-c]pyrrolo[3,2-e]pyrimidine ClC=1C2=CN(N=C2C=CC1C1=CNC2=C1C=1N(C(=N2)N2CC3(CNC3)CC2)C=CN1)C